tert-butyl (E)-(((tert-butoxycarbonyl)amino)(3-(3-(4-(nonyloxy)-3-(trifluoromethyl)phenyl)-1,2,4-oxadiazol-5-yl)azetidin-1-yl)methylene)carbamate C(C)(C)(C)OC(=O)N/C(/N1CC(C1)C1=NC(=NO1)C1=CC(=C(C=C1)OCCCCCCCCC)C(F)(F)F)=N\C(OC(C)(C)C)=O